[Sn](Br)(Br)(Br)Br.C(C1=CC=CC=C1)NCC benzyl-ethylamine tin bromide